2-(cyclopent-3-en-1-yl)propan-2-ol C1(CC=CC1)C(C)(C)O